COC1=C(CNCCC2=C(C=C(C(=C2)OC)Br)OC)C=C(C=C1)OC N-(2,5-dimethoxybenzyl)-1-(2,5-dimethoxy-4-bromophenyl)-2-aminoethane